1-(4-(4-((6-((1-acryloylpiperidin-4-yl)amino)-7-methoxyquinazolin-4-yl)amino)-3-fluorophenoxy)pyridin-2-yl)azetidine-3-carboxamide C(C=C)(=O)N1CCC(CC1)NC=1C=C2C(=NC=NC2=CC1OC)NC1=C(C=C(OC2=CC(=NC=C2)N2CC(C2)C(=O)N)C=C1)F